5-bromo-4-(dimethylamino)-2-nitro-benzaldehyde BrC=1C(=CC(=C(C=O)C1)[N+](=O)[O-])N(C)C